Diglycerol dilaurate C(CCCCCCCCCCC)(=O)O.C(CCCCCCCCCCC)(=O)O.OCC(O)CO.OCC(O)CO